(2r,6r)-tert-butyl 2-((S)-hydroxy (pyridin-2-yl) methyl)-6-methylmorpholine-4-carboxylate O[C@H]([C@H]1CN(C[C@H](O1)C)C(=O)OC(C)(C)C)C1=NC=CC=C1